Tert-butyl 4-(4-(4-isopropyl-5-(8-methyl-[1,2,4]triazolo[1,5-a]pyridin-6-yl)-1-((2-(trimethylsilyl) ethoxy) methyl)-1H-pyrazol-3-yl) phenyl)-3-oxopiperazine-1-carboxylate C(C)(C)C=1C(=NN(C1C=1C=C(C=2N(C1)N=CN2)C)COCC[Si](C)(C)C)C2=CC=C(C=C2)N2C(CN(CC2)C(=O)OC(C)(C)C)=O